tert-butyl (1R,5S)-7-(5-bromo-3-(2-(methoxymethoxy)phenyl)-7H-pyrrolo[2,3-c]pyridazin-6-yl)-7-methyl-3-oxa-9-azabicyclo[3.3.1]nonane-9-carboxylate BrC1=C(NC=2N=NC(=CC21)C2=C(C=CC=C2)OCOC)C2(C[C@H]1COC[C@@H](C2)N1C(=O)OC(C)(C)C)C